2-[2-(3-chloro-4-methoxy-phenyl)-6-methoxy-benzoimidazol-1-yl]-2,N-dicyclopentyl-acetamide ClC=1C=C(C=CC1OC)C1=NC2=C(N1C(C(=O)NC1CCCC1)C1CCCC1)C=C(C=C2)OC